L-α-methylalanine CC(N)(C)C(=O)O